Methyl 4'-fluoro-trans-4-hydroxy-2'-oxo-spiro[cyclohexane-1,3'-indoline]-5'-carboxylate FC1=C2C3(C(NC2=CC=C1C(=O)OC)=O)CCC(CC3)O